N-(3-amino-4-fluoro-2-methylphenyl)propane-1-sulfonamide NC=1C(=C(C=CC1F)NS(=O)(=O)CCC)C